3-aminopropyl-(diisopropyloxymethylsilane) NCCC[SiH2]C(OC(C)C)OC(C)C